Phenanthren-3-yl (1-chloroethyl) carbonate C(OC=1C=CC=2C=CC3=CC=CC=C3C2C1)(OC(C)Cl)=O